2-(1H-indol-3-yl)-2-(2,4,6-trimethoxyphenyl)acetic acid ethyl ester C(C)OC(C(C1=C(C=C(C=C1OC)OC)OC)C1=CNC2=CC=CC=C12)=O